O=C1N(CC2=CC=C(C=C12)N1CC2(C1)CCNCC2)C2C(NC(CC2)=O)=O 3-(1-Oxo-6-(2,7-diazaspiro[3.5]nonan-2-yl)isoindol-2-yl)piperidine-2,6-dione